Cl.Cl.OC1=C(C=CC(=C1)C=1C=NNC1)C1=CN=C(N=N1)N1C[C@H]2N(CC1)C[C@@H](C2)O (7R,8aS)-2-{6-[2-hydroxy-4-(1H-pyrazol-4-yl)phenyl]-1,2,4-triazin-3-yl}octahydropyrrolo[1,2-a]pyrazin-7-ol dihydrochloride